OC(CC1=CC(=C(C(=O)OC)C=C1F)[N+](=O)[O-])CO methyl 4-(2,3-dihydroxypropyl)-5-fluoro-2-nitrobenzoate